N1=NC2=C(C3=CC=CC=C13)O2 epoxycinnoline